1-[4-oxo-6-(6-trifluoromethylpyridin-2-yl)-1,3,5-triazine-2-ylamino]-2-methyl-2-propanol O=C1NC(=NC(=N1)C1=NC(=CC=C1)C(F)(F)F)NCC(C)(O)C